OC1(CCN(CC1)C(C[C@@H](C)C1=CC=CC=C1)=O)CN1C=NC(=CC1=O)N[C@@H](CN1CCCC1)C 3-((4-Hydroxy-1-((R)-3-phenylbutanoyl)piperidin-4-yl)methyl)-6-(((R)-1-(pyrrolidin-1-yl)propan-2-yl)amino)pyrimidin-4(3H)-one